O-(benzotriazol-1-yl)-1,1,3,3-tetramethyluronium tetrafluoroborate F[B-](F)(F)F.N1(N=NC2=C1C=CC=C2)OC(=[N+](C)C)N(C)C